N-(5-((1H-pyrazol-1-yl)methyl)benzo[d]isoxazol-3-yl)-N-(2,4-dimethoxybenzyl)-5-ethyl-2-methoxybenzenesulfonamide N1(N=CC=C1)CC=1C=CC2=C(C(=NO2)N(S(=O)(=O)C2=C(C=CC(=C2)CC)OC)CC2=C(C=C(C=C2)OC)OC)C1